[N+](=O)([O-])C=1C=C(OC2CN(CC2)C(=O)OC(C)(C)C)C=C(C1)C(F)(F)F tert-butyl 3-(3-nitro-5-(trifluoromethyl)phenoxy)pyrrolidine-1-carboxylate